phenyl-(4-butylphenyl)phosphorus oxide C1(=CC=CC=C1)[P](C1=CC=C(C=C1)CCCC)=O